O1N(CCCC1)C1=NC(=NC(=N1)NCCC)NCCC 6-[1,2]Oxazinan-2-yl-N,N'-dipropyl-[1,3,5]Triazine-2,4-diamine